C(CCCCCCCCCCC)(=O)OCCCCCCCCCCCCCCCC(=O)O 16-dodecanoyloxy-hexadecanoic acid